allyl 3-bromo-7,8-dihydro-5H-1,6-naphthyridine-6-carboxylate BrC=1C=NC=2CCN(CC2C1)C(=O)OCC=C